ClC1=NC(=NC(=C1)OC1CC(C1)OC)C 4-chloro-6-(3-methoxycyclobutoxy)-2-methylpyrimidine